CSC1=NC=C2NC(N(C2=N1)C1CCOCC1)=O 2-(methylsulfanyl)-9-(tetrahydro-2H-pyran-4-yl)-7,9-dihydro-8H-purin-8-one